2-[[7-(5-ethynyl-3-pyridyl)-4-oxo-3H-phthalazin-1-yl]methyl]isoindoline-1,3-dione C(#C)C=1C=C(C=NC1)C1=CC=C2C(NN=C(C2=C1)CN1C(C2=CC=CC=C2C1=O)=O)=O